triacetylcysteine C(C)(=O)C([C@](N)(C(=O)O)C(C)=O)(S)C(C)=O